N-{5-[di(tert-butyl)(fluoro)silyl]-4-methoxy-2-pyridinyl}-N-butylsuccinamide C(C)(C)(C)[Si](C=1C(=CC(=NC1)N(C(CCC(=O)N)=O)CCCC)OC)(F)C(C)(C)C